Di-benzyl disulfide C(C1=CC=CC=C1)SSCC1=CC=CC=C1